OC([C@@H](C)N1CC2=CC=CC(=C2C1=O)NC(=O)C1=C(C=NC2=CC=CC=C12)C(F)(F)F)(C)C (R)-N-(2-(3-hydroxy-3-methylbutan-2-yl)-3-oxoisoindolin-4-yl)-3-(trifluoromethyl)quinoline-4-carboxamide